ClC1=C(C=CC=2C(=C3N(C12)CCN(C3=O)C)C=3C=NNC3)Cl 6,7-Dichloro-2-methyl-1-oxo-10-(1H-pyrazol-4-yl)-3,4-dihydropyrazino[1,2-a]indol